FC(OC1=NC2=CC(=CC(=C2N=C1)C=1SC2=C(N1)C=CC(=C2)OCCNC(OC2CCOCC2)=O)C)F tetrahydro-2H-pyran-4-yl (2-((2-(2-(difluoromethoxy)-7-methylquinoxalin-5-yl) benzo[d]thiazol-6-yl) oxy)ethyl)carbamate